ClC=1C=C(C=CC1Cl)C=1N=C(SC1SC(C)C)N1N=C(C(=C1C(=O)O)C1=CN(C(C(=C1)C)=O)C)C 1-(4-(3,4-dichlorophenyl)-5-(isopropylsulfanyl)thiazol-2-yl)-4-(1,5-dimethyl-6-oxo-1,6-dihydropyridin-3-yl)-3-methyl-1H-pyrazole-5-carboxylic acid